8-methyl-3-azabicyclo[3.2.1]octan-8-Ol hydrochloride Cl.CC1(C2CNCC1CC2)O